5-chloro-1,2-pentanediol ClCCCC(CO)O